O1CCOC12CCC(CC2)CCC(=O)N2CCC(CC2)[C@@H]2CCNC=1N2N=C(C1C(=O)N)C1=CC=C(C=C1)OC1=CC=CC=C1 (S)-7-(1-(3-(1,4-dioxaspiro[4.5]decan-8-yl)propionyl)piperidin-4-yl)-2-(4-phenoxyphenyl)-4,5,6,7-tetrahydropyrazolo[1,5-a]pyrimidine-3-carboxamide